4-(1-(4-(2-Aminobenzo[d]thiazol-6-yl)-1H-1,2,3-triazol-1-yl)ethyl)-N'-(2,2-difluoroacetyl)-3-fluorobenzoylhydrazine NC=1SC2=C(N1)C=CC(=C2)C=2N=NN(C2)C(C)C2=C(C=C(C(=O)NNC(C(F)F)=O)C=C2)F